The molecule is an oxime O-ether that is 2-methylpropan-1-imine substituted by a methoxy group at the nitrogen atom. It derives from a 2-methylpropanal oxime. CC(C)/C=N/OC